C(#N)C(NC(=O)[C@@H]1[C@H]2C([C@H]2CN1C([C@H](CN(C)C)NC(C(F)(F)F)=O)=O)(C)C)C1=NN=CC2=CC=CC=C12 (1R,2S,5S)-N-[cyano(phthalazin-1-yl)methyl]-3-[(2S)-3-(dimethylamino)-2-[(2,2,2-trifluoroacetyl)amino]propanoyl]-6,6-dimethyl-3-azabicyclo[3.1.0]hexane-2-carboxamide